C(C)OC(=O)N1C(OC(=N1)C)=O 5-methyl-2-oxo-1,3,4-oxadiazol-3-carboxylic acid ethyl ester